C(C)(=O)NC=1C=C(C=C(C1)C(F)(F)F)[C@@H](C)NC1=NN(C(C2=CC=C(C=C12)C1CN(CCC1)C(=O)[O-])=O)C 3-(4-(((R)-1-(3-acetylamino-5-(trifluoromethyl)phenyl)ethyl)amino)-2-methyl-1-oxo-1,2-dihydrophthalazin-6-yl)piperidine-1-carboxylate